CC1=C(OC=2CCC3=CN(N=C3C21)CC2=C(C=CC=C2)C)C(=O)NC[C@H]2OCCC2 8-methyl-2-[(2-methylphenyl)methyl]-N-[(2S)-tetrahydrofuran-2-ylmethyl]-4,5-dihydro-2H-furo[2,3-g]indazole-7-carboxamide